FC1=C(C=CC=C1F)[C@H]1OC1 (R)-2-(2,3-difluorophenyl)oxirane